(E)-but-1-enyl-diisobutylamine C(=C\CC)/N(CC(C)C)CC(C)C